N-(3-fluorophenyl)-3,8-diazabicyclo[3.2.1]Octane-8-carboxamide FC=1C=C(C=CC1)NC(=O)N1C2CNCC1CC2